[Cl-].ClC1=NC(=NC(=N1)NCCCCCCCCCCCC)N1C=[N+](C=C1)C 1-(4-Chloro-6-(dodecylamino)-1,3,5-triazin-2-yl)-3-methyl-1H-imidazol-3-ium chlorid